8-(4-bromophenyl)-6-(4-methoxyphenyl)-2-(methylsulfanyl)pyrido[4,3-d]pyrimidin-7(6H)-one BrC1=CC=C(C=C1)C=1C(N(C=C2C1N=C(N=C2)SC)C2=CC=C(C=C2)OC)=O